(R)-1-(2,5-difluoropyridin-3-yl)ethyl(1-methyl-4-(2-oxo-2,3-dihydro-1H-pyrido-[2,3-b][1,4]oxazin-6-yl)-1H-1,2,3-triazol-5-yl)carbamate FC1=NC=C(C=C1[C@@H](C)N(C([O-])=O)C1=C(N=NN1C)C=1C=CC2=C(OCC(N2)=O)N1)F